ClC1=CC=C(C=C1)C(CNC(C1=CC=C(C=C1)OC)=O)=O N-[2-(4-Chlorophenyl)-2-oxo-ethyl]-4-methoxy-benzamide